OC=1C=C(CNC(CCCCCCCC)=O)C=C(C1O)OC N-(3,4-dihydroxy-5-methoxybenzyl)nonanamide